C1(CCCC1)C1=CC(=NN1)NC1=NC(=NC=C1)N1C[C@H]([C@H](C1)F)CNC(OC(C)(C)C)=O tert-Butyl N-[[(3R,4R)-1-[4-[(5-Cyclopentyl-1H-pyrazol-3-yl)amino]pyrimidin-2-yl]-4-fluoro-pyrrolidin-3-yl]methyl]carbamate